1-methyl-N'-phenyl-1H-pyrazole-4-sulfonyl-hydrazine CN1N=CC(=C1)S(=O)(=O)NNC1=CC=CC=C1